(2-morpholin-2-oxyethyl)-1H-indole-3-carbaldehyde N1CC(OCC1)OCCN1C=C(C2=CC=CC=C12)C=O